ethyl 4-((6'-oxo-5',6'-dihydrospiro[cyclohexane-1,4'-thieno[2,3-c]pyrrol]-2'-yl)amino)-5,6,7,8-tetrahydrobenzo[4,5]thieno[2,3-d]pyrimidine-7-carboxylate O=C1NC2(C3=C1SC(=C3)NC=3C1=C(N=CN3)SC3=C1CCC(C3)C(=O)OCC)CCCCC2